ClC=1N=C(SC1C=O)NC(C)=O N-(4-chloro-5-formylthiazol-2-yl)acetamide